N-(1-(4-(cyclopropanesulfonamido)pyridin-2-yl)-4-(dimethylamino)butyl)-5-(6-ethoxypyrazin-2-yl)thiazole-2-carboxamide, formic acid salt C(=O)O.C1(CC1)S(=O)(=O)NC1=CC(=NC=C1)C(CCCN(C)C)NC(=O)C=1SC(=CN1)C1=NC(=CN=C1)OCC